5-HYDROXY-4,6-DIMETHYL-3-PYRIDINECARBOXALDEHYDE OC=1C(=C(C=NC1C)C=O)C